O1C(CCCC1)OC1CC(NC1)C(=O)[O-] 4-((tetrahydro-2H-pyran-2-yl)oxy)pyrrolidine-2-carboxylate